C(#N)C1=CC(=CC(=N1)OC1CCC(CC1)NS(=O)(=O)C)OC=1C=NC=C(C1)C1=CC(=C(C=C1)F)F N-(4-((6-cyano-4-((5-(3,4-difluorophenyl)pyridin-3-yl)oxy)pyridin-2-yl)oxy)cyclohexyl)methanesulfonamide